[3-(1-AMINO-4-METHYLPHTHALAZIN-6-YL)-5-DIMETHYLPHOSPHORYLPHENYL]BORONIC ACID FORMIC ACID SALT C(=O)O.NC1=NN=C(C2=CC(=CC=C12)C=1C=C(C=C(C1)P(=O)(C)C)B(O)O)C